CC1=NOC(=C1C1=C2C(=NC(=C1)N1[C@@H](COCC1)C)C(=NS2)C2=CC(=NN2)C)C (R)-4-(7-(3,5-dimethylisoxazol-4-yl)-3-(3-methyl-1H-pyrazol-5-yl)isothiazolo[4,5-b]pyridin-5-yl)-3-methylmorpholine